COC1CCC(CC1)C(C)(C)N 2-(4-methoxycyclohexyl)propan-2-amine